FC=1C=C2C(=C(NC2=CC1)C1=CC=CC=C1)C[C@]1(CC(C2=CC=CC=C12)=O)C (S)-3-((5-fluoro-2-phenyl-1H-indol-3-yl)methyl)-3-methyl-2,3-dihydro-1H-inden-1-one